(5-cyclopropylmethoxy-4-methoxy-pyridin-2-yl)-methanone C1(CC1)COC=1C(=CC(=NC1)C=O)OC